2-[(2,5-difluorophenyl)methyl]-3,6-dimethoxy-5-(propan-2-yl)-2,5-dihydropyrazine FC1=C(C=C(C=C1)F)CC1N=C(C(N=C1OC)C(C)C)OC